((2-fluoro-4-(methylthio)phenyl)amino)-1-methyl-6-oxo-4-(2-oxoethyl)-1,6-dihydropyridine-3-carboxylic acid methyl ester COC(=O)C1=C(N(C(C=C1CC=O)=O)C)NC1=C(C=C(C=C1)SC)F